CN(C(=O)C1=CC=CC=2N(C(NC21)=O)[C@@H]2CC[C@@H](CC2)C(NC2=CC(=C(C=C2)C)OC)=O)C N,N-dimethyl-2-oxo-1-[cis-4-[(3-methoxy-4-methylphenyl)carbamoyl]cyclohexyl]-2,3-dihydro-1H-1,3-benzodiazole-4-carboxamide